C(CCCC)OC(CCCCCN(CCCCCC(=O)OCCCCC)CCN1CCN(CC1)CCN(CCCCCCCCCCCC)CCN(CCCCCCCCCCCC)CCCCCCCCCCCC)=O Dipentyl-6,6'-((2-(4-(2-((2-(didodecylamino)ethyl)(dodecyl)amino)ethyl)piperazin-1-yl)ethyl)azanediyl)dihexanoate